C(C1=CC=CC=C1)OC(\C=C/C(=O)O)=O maleic acid monobenzyl ester